trans-4-(((trans-4-(6-Cyano-5-methoxypyridin-2-yl)cyclohexyl)methyl) (4-(1-isopropyl-1H-pyrazol-4-yl)pyridin-2-yl)carbamoyl)cyclohexyl ethylcarbamate C(C)NC(O[C@@H]1CC[C@H](CC1)C(N(C1=NC=CC(=C1)C=1C=NN(C1)C(C)C)C[C@@H]1CC[C@H](CC1)C1=NC(=C(C=C1)OC)C#N)=O)=O